FC(C=1C(=C(C=CC1)[C@@H](C)NC=1C2=C(N=CN1)CN(C2)C(=O)C2(CCOCC2)OC)F)F (R)-(4-((1-(3-(difluoromethyl)-2-fluorophenyl)ethyl)amino)-5,7-dihydro-6H-pyrrolo[3,4-d]pyrimidin-6-yl)(4-methoxytetrahydro-2H-pyran-4-yl)methanone